(E)-4-((3aS,7aS)-Hexahydro-1H-4,7-methanoinden-5(6H)-yliden)butanal C1CC[C@@H]2C3\C(\CC([C@H]12)C3)=C\CCC=O